N[C@H]1[C@@H](O)[C@@H](O)[C@H](O)[C@H](O1)CO 1-amino-1-deoxy-beta-D-mannopyranose